O[C@@H](CNC1=NC(=CC(=N1)C=1C=C(C=CC1C)NC(=O)N1C[C@@H](CC1)CC(F)(F)F)N1CCOCC1)C (S)-N-(3-(2-(((R)-2-hydroxypropyl)amino)-6-morpholinopyrimidin-4-yl)-4-methylphenyl)-3-(2,2,2-trifluoroethyl)pyrrolidine-1-carboxamide